CN(C1=CC=C(C=C1)N1CC[C@]2(C(C=3C=CSC3N=C12)=O)O)C (9S)-12-[4-(Dimethylamino)phenyl]-9-hydroxy-4-thia-2,12-diazatricyclo[7.3.0.03,7]dodeca-1,3(7),5-trien-8-on